N-({1-[4-(3-fluorophenoxy)-6-(trifluoromethyl)pyrimidin-2-yl]-4-hydroxypiperidin-4-yl}methyl)-1H-pyrazole-4-carboxamide FC=1C=C(OC2=NC(=NC(=C2)C(F)(F)F)N2CCC(CC2)(O)CNC(=O)C=2C=NNC2)C=CC1